5-(1-tert-butoxycarbonylazetidin-3-yl)-3-methyl-isoxazole-4-carboxylic acid C(C)(C)(C)OC(=O)N1CC(C1)C1=C(C(=NO1)C)C(=O)O